COC(=O)C1C(CCCC1)C(=O)OC cyclohexane-1,2-dicarboxylic acid dimethyl ester